tert-butyl-1,2,3-oxathiazolidine-3-carboxylate 2,2-dioxide C(C)(C)(C)C1N(S(OC1)(=O)=O)C(=O)[O-]